gamma-methacryloxypropyltri(trimethylsiloxy)silane C(C(=C)C)(=O)OCCC[Si](O[Si](C)(C)C)(O[Si](C)(C)C)O[Si](C)(C)C